CC12OC(CC=C2C(CC(C1)=O)(C)C)C 1,3,7,7-tetramethyl-2-oxabicyclo[4.4.0]-5-decene-9-one